NC(CC#CC#CC=1C=2N(C=CC1C(=O)N)N=CC2)(C=2C(N(C=CC2)C)=O)C2=C(C=CC(=C2)F)F 4-(6-Amino-6-(2,5-difluorophenyl)-6-(1-methyl-2-oxo-1,2-dihydropyridin-3-yl)hex-1,3-diyn-1-yl)pyrazolo[1,5-a]pyridine-5-carboxamide